4-nitro-N-(2-nitro-5-(piperidin-1-yl)phenyl)-1H-pyrazole-3-carboxamide [N+](=O)([O-])C=1C(=NNC1)C(=O)NC1=C(C=CC(=C1)N1CCCCC1)[N+](=O)[O-]